C1(=CC=CC=C1)[C@@H]1N(C(OC1)=O)C(\C=C\C1=CC(=CC=C1)C=1C=NC=CC1)=O (S,E)-4-phenyl-3-(3-(3-(pyridine-3-yl)phenyl)acryloyl)oxazolidin-2-one